C(C)N1N=CC=C1C(=O)N[C@H](C=1N=C2N(N=CC(=C2)CC2(C(N[C@@H](C2)C(F)(F)F)=O)C(=O)OC)C1)C1CCC(CC1)C methyl (5S)-3-((2-((S)-(1-ethyl-1H-pyrazole-5-carboxamido)((1r,4S)-4-methylcyclohexyl)methyl)imidazo[1,2-b]pyridazin-7-yl)methyl)-2-oxo-5-(trifluoromethyl)pyrrolidine-3-carboxylate